C(C)OCCSCCC(=O)O.C1(CC1)C1=NN(C=N1)C1CC2(CN(C2)C(=O)N2CC3(C2)CC(C3)CC=3C=NC=C(C3)S(=O)(=O)C)C1 [6-(3-cyclopropyl-1,2,4-triazol-1-yl)-2-azaspiro[3.3]heptan-2-yl]-[6-[(5-methylsulfonyl-3-pyridinyl)methyl]-2-azaspiro[3.3]heptan-2-yl]methanone 3-[(2-ethoxyethyl)thio]propanoate